tert-butyl 4-[6-[[7-cyclopentyl-6-(dimethylcarbamoyl)pyrrolo[2,3-d]pyrimidin-2-yl]amino]-3-pyridyl]piperidine-1-carboxylate C1(CCCC1)N1C(=CC2=C1N=C(N=C2)NC2=CC=C(C=N2)C2CCN(CC2)C(=O)OC(C)(C)C)C(N(C)C)=O